tert-butyl N-[2-[(4-bromo-1-methyl-pyrazol-3-yl)methoxy]ethyl]-N-methyl-carbamate BrC=1C(=NN(C1)C)COCCN(C(OC(C)(C)C)=O)C